C(C=C)(=O)OC[SiH](OCC)OCC acryloyloxymethyl-diethoxysilane